L-N-methyl-t-butylglycine CN[C@@H](C(C)(C)C)C(=O)O